NC1=NC=C(C=N1)C=1N=C(C2=C(N1)C=C(S2)CN(C)CC2=CC=C(C=C2)C=2C=C1CC[C@@H](N(C1=CC2)C(C)=O)C)N2CCOCC2 (S)-1-(6-(4-((((2-(2-Amino-pyrimidin-5-yl)-4-morpholinothieno[3,2-d]pyrimidin-6-yl)methyl)(methyl)amino)methyl)phenyl)-2-methyl-3,4-dihydroquinolin-1(2H)-yl)ethan-1-one